(1S,4s)-4-(8-(2,6-dichloro-4-cyanophenylamino)-2-((R)-1-isopropylpiperidin-3-ylamino)-9H-purin-9-yl)cyclohexanecarboxamide ClC1=C(C(=CC(=C1)C#N)Cl)NC=1N(C2=NC(=NC=C2N1)N[C@H]1CN(CCC1)C(C)C)C1CCC(CC1)C(=O)N